(4-(2-(12-methoxydodecyl)hydrazine-1-carbonyl)benzyl)benzamide COCCCCCCCCCCCCNNC(=O)C1=CC=C(CC2=C(C(=O)N)C=CC=C2)C=C1